CC=1C=C2C=NNC2=CC1C1=NC(=NC=C1)N 4-(5-methyl-1H-indazol-6-yl)pyrimidin-2-amine